(R)-3-((1-methylpyrrolidin-2-yl)methyl)-1H-indol-4-ol CN1[C@H](CCC1)CC1=CNC=2C=CC=C(C12)O